FS(=N)F.[Li] lithium bis-fluorosulfimide